NC1=C(N=CC(=N1)N1CCC2(CCC([C@H]2N)=C)CC1)SC1=C(C(=NC=C1)N)Cl (R)-8-(6-amino-5-((2-amino-3-chloropyridin-4-yl)thio)pyrazin-2-yl)-2-methylene-8-azaspiro[4.5]decan-1-amine